2-[methyl[(tridecafluorohexyl)sulfonyl]amino]ethyl 2-propenoate C(C=C)(=O)OCCN(S(=O)(=O)C(C(C(C(C(C(F)(F)F)(F)F)(F)F)(F)F)(F)F)(F)F)C